9-[1-[[6-chloro-2-(1-ethylpyrazol-4-yl)-3-pyridinyl]amino]ethyl]-4,7-dimethyl-3-(1-methyl-4-piperidinyl)pyrazolo[3,4-c]isoquinolin-5-one ClC1=CC=C(C(=N1)C=1C=NN(C1)CC)NC(C)C=1C=2C3=C(N(C(C2C=C(C1)C)=O)C)N(N=C3)C3CCN(CC3)C